N-[5-(amino-sulfonyl)-4-methyl-1,3-thiazol-2-yl]-N-methyl-2-[4-(2-pyridinyl)phenyl]acetamide hemi-hydrate O.NS(=O)(=O)C1=C(N=C(S1)N(C(CC1=CC=C(C=C1)C1=NC=CC=C1)=O)C)C.NS(=O)(=O)C1=C(N=C(S1)N(C(CC1=CC=C(C=C1)C1=NC=CC=C1)=O)C)C